BrC=1C=NN(C1C)CC1(CC(CCC1)(C)C)N1CCOCC1 4-(1-((4-bromo-5-methyl-1H-pyrazol-1-yl)methyl)-3,3-dimethylcyclohexyl)morpholine